2-(3-chloro-5-(3,6-dihydro-2H-pyran-4-yl)benzyl)-3-(2-fluorophenyl)-5-methyl-2,4,5,6-tetrahydropyrrolo[3,4-c]pyrazole ClC=1C=C(CN2N=C3C(=C2C2=C(C=CC=C2)F)CN(C3)C)C=C(C1)C=1CCOCC1